C(C)OC(=O)C=1NC=CC1NCC1=CC=C(C=C1)C1(CCC1)NC(=O)OC(C)(C)C 3-((4-(1-(tert-butoxycarbonylamino)cyclobutyl)benzyl)amino)-1H-pyrrole-2-carboxylic acid ethyl ester